C1(=CC=CC=C1)C1=C(C=CC2=CC=C(C=C12)C(F)(F)F)C1=CC=CC=C1 1,2-diphenyl-7-trifluoromethylnaphthalene